CN1N=C(N=N1)C=1C=C(C=CC1)C(=O)NCCN1CC2=CC=C(C=C2C1=O)C(=O)OCC Ethyl 2-(2-{[3-(2-methyl-2H-1,2,3,4-tetrazol-5-yl)phenyl]formamido}ethyl)-3-oxo-2,3-dihydro-1H-isoindole-5-carboxylate